COC1=NC=CC(=C1N1CCC(CC1)N1C(N(C=2C(C1C)=NN(C2)C)CC2=C(C=CC=C2)C(F)(F)F)=O)C 6-(2'-Methoxy-4'-methyl-3,4,5,6-tetrahydro-2H-[1,3']bipyridinyl-4-yl)-2,7-dimethyl-4-(2-trifluoromethylbenzyl)-2,4,6,7-tetrahydro-pyrazolo[4,3-d]pyrimidin-5-one